C(C1=CC=CC=C1)OC(=O)N[C@H](C(=O)O)CCCCNC(COCCOCCNC(CC[C@H](NC(CCCCCCCCCCCCCCCCCCP(=O)(OC(C)(C)C)OC(C)(C)C)=O)C(=O)OC(C)(C)C)=O)=O (2S,20S)-2-(((benzyloxy)carbonyl)amino)-20-(tert-butoxycarbonyl)-40-(di-tert-butoxyphosphoryl)-8,17,22-trioxo-10,13-dioxa-7,16,21-triazatetracontanoic acid